CCCC(C(CCC)O)O 4,5-Octandiol